1-((tert-butoxycarbonyl)-(4-ethoxy-4-oxobutyl) amino)-cyclopropane-1-carboxylate C(C)(C)(C)OC(=O)N(C1(CC1)C(=O)[O-])CCCC(=O)OCC